O1CC(C1)CC1OOC1 (oxetan-3-yl)methyldioxetan